(1R,3S,4R)-4-(9a-((4-fluorophenyl)sulfonyl)-3-(perfluoropropan-2-yl)-6,6a,7,8,9,9a-hexahydro-5H-pyrrolo[2,3-H]isoquinoline-7-carbonyl)-3-methylcyclohexane-1-carboxylic acid FC1=CC=C(C=C1)S(=O)(=O)C12C(CCC=3C=C(N=CC13)C(C(F)(F)F)(C(F)(F)F)F)N(CC2)C(=O)[C@H]2[C@H](C[C@@H](CC2)C(=O)O)C